CC1(C)CCCC(C)=C1\C=C\C(\C)=C\C=C\C(\C)=C\C=C\C=C(/C)\C=C\C=C(/C)\C=C\[C@H]1C(C)=CCCC1(C)C (3R,3'R,6'R,13-cis)-beta,epsilon-Carotene